OC1COC(OC1)=O 5-hydroxy-1,3-dioxane-2-one